5-(3-Ethoxy-3'-(3-hydroxypropyl)-[1,1'-biphenyl]-4-yl)-3,6-dihydro-7H-[1,2,3]triazolo[4,5-d]pyrimidin-7-one C(C)OC=1C=C(C=CC1C=1NC(C2=C(N1)NN=N2)=O)C2=CC(=CC=C2)CCCO